4-(3-(trifluoromethyl)pyrazolo[1,5-a]pyrimidin-5-yl)piperazine-1-carboxylic acid isopropyl ester C(C)(C)OC(=O)N1CCN(CC1)C1=NC=2N(C=C1)N=CC2C(F)(F)F